ClC1=NC(=C(C(=N1)Cl)OC[C@@H](COC)NC(OC(C)(C)C)=O)OCCC1=CNC2=CC=CC=C12 tert-butyl N-[(1R)-1-[(2,4-dichloro-6-[2-(1H-indol-3-yl)ethoxy]pyrimidin-5-yl)oxymethyl]-2-methoxy-ethyl]carbamate